N-(amino(2-(2-hydroxypropan-2-yl)thiazol-5-yl)(oxo)-λ6-sulfaneylidene)-2-(4-fluoro-2-isopropyl-6-(tetrahydrofuran-3-yl)phenyl)acetamide NS(=NC(CC1=C(C=C(C=C1C1COCC1)F)C(C)C)=O)(=O)C1=CN=C(S1)C(C)(C)O